ClC=1C=C(C=CC1)C#CC1CNC1 3-[2-(3-chlorophenyl)ethynyl]azetidine